O1N=CC=C1C1=CC=C(C=C1)NC(C)=O N-(4-(isoxazol-5-yl)phenyl)acetamide